C12CN(CC(CC1)N2)C2=NC(=NC1=C(C(=C(C=C21)Cl)C2=C(C=CC(=C2)O)C2=CC(=CC=C2)N)F)OCC21CCCN1CCC2 2-(4-(3,8-diazabicyclo-[3.2.1]octan-3-yl)-6-chloro-8-fluoro-2-((tetrahydro-1H-pyrrolizin-7a(5H)-yl)meth-oxy)quinazolin-7-yl)-3'-amino-[1,1'-biphenyl]-4-ol